6-iodo-4-methyl-6,7,8,9-tetrahydropyrazolo[1,5-a][1,3]diazocine-5(4H)-one IC1C(N(C=2N(CCC1)N=CC2)C)=O